(S)-tert-butyl 2-(1-((4-(trifluoromethoxy)phenyl)sulfonamido)cyclopropyl)pyrrolidine-1-carboxylate FC(OC1=CC=C(C=C1)S(=O)(=O)NC1(CC1)[C@H]1N(CCC1)C(=O)OC(C)(C)C)(F)F